2-(3-pyrrolidin-1-ylpropyl)isothiourea N1(CCCC1)CCCSC(N)=N